(1S,2S)-N-(3-(6-butyryl-4-methylpyridin-3-yl)-2-methyl-1,6-naphthyridin-7-yl)-2-fluorocyclopropane-1-carboxamide C(CCC)(=O)C1=CC(=C(C=N1)C=1C(=NC2=CC(=NC=C2C1)NC(=O)[C@H]1[C@H](C1)F)C)C